FC(C1=NN(C(=C1)C)C1=NC(=CC=C1C#N)N1C=NC2=C1C=C(C=C2)NC2CCN(CC2)C2COC2)F 2-[3-(difluoromethyl)-5-methyl-pyrazol-1-yl]-6-[6-[[1-(oxetan-3-yl)-4-piperidyl]amino]benzimidazol-1-yl]pyridine-3-carbonitrile